dicyanodimethoxybenzene C(#N)C1=C(C(=C(C=C1)OC)OC)C#N